(Z)-2-cyclohexyl-N'-hydroxyethylacetamidine C1(CCCCC1)C/C(=N/CCO)/N